5-(4-methoxybenzoyl)-4-methyl-thiazol COC1=CC=C(C(=O)C2=C(N=CS2)C)C=C1